1-[2-(1-cyclopenten-1-yl)ethyl]-5-thioxo-2-pyrrolidone C1(=CCCC1)CCN1C(CCC1=S)=O